C(C)(C)(C)OC(=O)N1[C@@H](CCC1)C(=O)N1CCN(CCC1)C1=NC=CC=N1.Cl.N1[C@@H](CCC1)C(=O)N1CCN(CCC1)C1=NC=CC=N1 (S)-1-prolyl-4-(pyrimidin-2-yl)-1,4-diazepane hydrochloride Tert-butyl-(S)-2-(4-(pyrimidin-2-yl)-1,4-diazepan-1-carbonyl)pyrrolidin-1-carboxylate